C(C=C)N1N(C2=NC(=CC=C2C1=O)NC1=NC=C(C(=C1)N[C@H](CO)C1=CC=CC=C1)C1=NC2(CO1)CCOCC2)C(C)C (S)-2-allyl-6-((4-((2-hydroxy-1-phenylethyl)amino)-5-(3,8-dioxa-1-azaspiro[4.5]dec-1-en-2-yl)pyridin-2-yl)amino)-1-isopropyl-1,2-dihydro-3H-pyrazolo[3,4-b]pyridin-3-one